C1(=CC=C(C=C1)[Si](C)(C)CCCN(S(=O)(=O)C(F)(F)F)S(=O)(=O)C(F)(F)F)[Si](C)(C)CCCN(S(=O)(=O)C(F)(F)F)S(=O)(=O)C(F)(F)F N,N'-((1,4-phenylenebis(dimethylsilanediyl))bis(propane-3,1-diyl))bis(1,1,1-trifluoro-N-((trifluoromethyl)sulfonyl)methanesulfonamide)